C(C)(=O)N1[C@H](CCC2=CC(=CC=C12)C1=CC=C(CNC(=O)C=2N=C3N(C(=NC(=C3)C=3C=NC(=NC3)N)N3CCOCC3)C2)C=C1)C (S)-N-(4-(1-Acetyl-2-methyl-1,2,3,4-tetrahydroquinolin-6-yl)benzyl)-7-(2-aminopyrimidin-5-yl)-5-morpholinoimidazo[1,2-c]pyrimidine-2-carboxamide